(3S)-6-chloro-2'-(5-chloro-2,4-difluorophenyl)-5'-(2,4-dimethoxypyrimidin-5-yl)-6'-(propan-2-yl)-1,2,3',5'-tetrahydro-2'H-spiro[indol-3,1'-pyrrolo[3,4-c]pyrrol]-2,3'-dion ClC1=CC=C2C(=C1)NC([C@]21N(C(C=2C1=C(N(C2)C=2C(=NC(=NC2)OC)OC)C(C)C)=O)C2=C(C=C(C(=C2)Cl)F)F)=O